(E)-6-(6-(2-(5-cyclopropyl-3-(2,6-dichlorophenyl)isoxazol-4-yl)vinyl)-3-azabicyclo[3.1.0]hex-3-yl)-2-(cyclopropylmethyl)-2H-indazole-3-carboxylic acid C1(CC1)C1=C(C(=NO1)C1=C(C=CC=C1Cl)Cl)/C=C/C1C2CN(CC12)C=1C=CC2=C(N(N=C2C1)CC1CC1)C(=O)O